N[C@@H](CC(=O)[O-])C(=O)[O-].[Sr+2] Strontium aspartat